ClC1=C(C=CC=C1)S(=O)(=O)NC1=CC(=CC=C1)CN1CCN(CC1)C(=O)C1CCCCC1 2-chloro-N-(3-((4-(cyclohexanecarbonyl)piperazin-1-yl)methyl)phenyl)benzenesulfonamide